(5S)-spiro[5,7-dihydro-cyclopenta[B]pyridin-6,4'-piperidin]-5-amine hydrochloride Cl.N1CCC2(CC1)[C@@H](C=1C(=NC=CC1)C2)N